N1C(OC=2C1=CC=1C=CN=CC1C2)=O oxazolo[4,5-g]isoquinolin-2-one